methyl β-isododecylaminopropionate C(CCCCCCCCC(C)C)NCCC(=O)OC